6-(bis(tert-butoxycarbonyl)amino)hept-2-enedioic acid 7-tert-butyl 1-methyl ester COC(C=CCCC(C(=O)OC(C)(C)C)N(C(=O)OC(C)(C)C)C(=O)OC(C)(C)C)=O